rac-tert-Butyl (1-((2S,3R,4R)-1-acetyl-4-(((benzyloxy)carbonyl)amino)-2,3-dimethyl-1,2,3,4-tetrahydroquinolin-6-yl)piperidin-4-yl)carbamate C(C)(=O)N1[C@H]([C@@H]([C@H](C2=CC(=CC=C12)N1CCC(CC1)NC(OC(C)(C)C)=O)NC(=O)OCC1=CC=CC=C1)C)C |r|